ClC1=CC=C(C=N1)C[N+]1=C2N(C(C(=C1[O-])C1=CC=CC=C1)=O)C=CC=C2.COC=2C=C(C=CC2)C2=CC(=CO2)C(=O)NC2=NC(=NS2)CCl 5-(3-methoxyphenyl)-N-(3-(chloromethyl)-1,2,4-thiadiazol-5-yl)furan-3-carboxamide [(6-chloropyridin-3-yl)methyl]-4-oxo-3-phenyl-4H-pyrido[1,2-a]pyrimidin-1-ium-2-olate